ethyl cis-3-((methylsulfonyl)amino)-2-((2-phenyl-1,3-oxazol-4-yl)methyl)piperidine-1-carboxylate CS(=O)(=O)N[C@@H]1[C@@H](N(CCC1)C(=O)OCC)CC=1N=C(OC1)C1=CC=CC=C1